The molecule is a cyclic ketone and a ketoaldehyde. It has a role as an angiogenesis inhibitor. It derives from a cyclohexanone and a fumagalone. CC(C)CC/C=C(\\C)/[C@@H]1[C@H](CCC(=O)[C@H]1OC)C=O